C(C)N1N=CC(=C1)C(C#N)(C)C 2-(1-Ethyl-1H-pyrazol-4-yl)-2-methylpropionitrile